C(C)(C)(C)OC(=O)N1C[C@H]([C@H](CC1)C1=NC(=NO1)C=1C=NC=C(C1)[C@](C1=CC=C(C=C1)C(C)C)(O)C1(CN(C1)C)C)C 4-(3-{5-[(R)-(1,3-dimethyl-azetidin-3-yl)-hydroxy-(4-isopropyl-phenyl)-methyl]-pyridin-3-yl}-[1,2,4]Oxadiazol-5-yl)-cis-3-methyl-piperidine-1-carboxylic acid tert-butyl ester